C(C)(C)(C)C1=CN=C(O1)CSC1=CN=C(S1)NC(=O)C1CCN(CC1)CC#CC=1C=C2CCNC(C2=CC1)C N-(5-(((5-(tert-butyl)oxazol-2-yl)methyl)thio)thiazol-2-yl)-1-(3-(1-methyl-1,2,3,4-tetrahydroisoquinolin-6-yl)prop-2-yn-1-yl)piperidine-4-carboxamide